C(C1=CC=CC=C1)N1C2=C(C=C3N(C(C=4C=CC=C1C34)=O)CC)C=CC=N2 6-benzyl-1-ethyl-1,6-dihydro-2H-pyrido[3',2':6,7]azepino[4,3,2-cd]isoindol-2-one